(4S)-5-{(1S)-2-[4,6-bis(trifluoromethyl)-1,3,5-triazin-2-yl]-6-chloro-2,3,4,9-tetrahydro-1H-pyrido[3,4-b]indol-1-yl}-4-methylpentan-1-ol FC(C1=NC(=NC(=N1)C(F)(F)F)N1[C@H](C=2NC3=CC=C(C=C3C2CC1)Cl)C[C@H](CCCO)C)(F)F